(R)-1-(2,2,6-trimethyl-6-(((6-(1-methyl-1H-pyrazol-4-yl)pyrazolo[1,5-a]pyrazin-4-yl)oxy)methyl)morpholino)prop-2-en-1-one CC1(O[C@](CN(C1)C(C=C)=O)(COC=1C=2N(C=C(N1)C=1C=NN(C1)C)N=CC2)C)C